(S)-5-((((9H-fluoren-9-yl)methoxy)carbonyl)amino)-6-((3-(allyloxy)-3-oxopropyl)amino)-6-oxohexanoic acid C1=CC=CC=2C3=CC=CC=C3C(C12)COC(=O)N[C@@H](CCCC(=O)O)C(=O)NCCC(=O)OCC=C